1-phenyl-7,8-dimethylquinoline C1(=CC=CC=C1)N1CC=CC2=CC=C(C(=C12)C)C